butyl N-(23-azido-3,6,9,15,18,21-hexaoxa-12-azatricosan-1-yl)carbamate N(=[N+]=[N-])CCOCCOCCOCCNCCOCCOCCOCCNC(OCCCC)=O